1-[4-[5-(4,4,5,5-tetramethyl-1,3,2-dioxaborolan-2-yl)-1,3-benzothiazol-2-yl]-1-piperidyl]ethanone CC1(OB(OC1(C)C)C=1C=CC2=C(N=C(S2)C2CCN(CC2)C(C)=O)C1)C